C12CN(CC2C1)C1=CC=C(C=N1)C(C[C@@H](CNC(OC(C)(C)C)=O)O[Si](C)(C)C(C)(C)C)=O tert-butyl ((2S)-4-(6-(3-azabicyclo[3.1.0]hexan-3-yl)pyridin-3-yl)-2-((tert-butyldimethylsilyl)oxy)-4-oxobutyl)carbamate